C(#N)CC1=CC=CC(=N1)C=1C=C2N(N=CC=C2N2C([C@]([C@@H](C2)C)(C#N)C2CC2)=O)C1 (3R,4S)-1-[6-[6-(cyanomethyl)pyridin-2-yl]pyrrolo[1,2-b]pyridazin-4-yl]-3-cyclopropyl-4-methyl-2-oxopyrrolidine-3-carbonitrile